(4-morpholino-2-((3-phenyl-1H-pyrazol-5-yl)amino)furo[3,2-d]pyrimidin-6-yl)(piperidin-1-yl)methanone hydrochloride Cl.O1CCN(CC1)C=1C2=C(N=C(N1)NC1=CC(=NN1)C1=CC=CC=C1)C=C(O2)C(=O)N2CCCCC2